(S)-2-(2-fluoro-6-methyl-4-((R)-3-(trifluoromethyl)morpholino)benzoylamino)-3-(8-(1-methyl-2,4-dioxo-1,4-dihydropteridin-3(2H)-yl)quinolin-5-yl)propionic acid FC1=C(C(=O)N[C@H](C(=O)O)CC2=C3C=CC=NC3=C(C=C2)N2C(N(C3=NC=CN=C3C2=O)C)=O)C(=CC(=C1)N1[C@H](COCC1)C(F)(F)F)C